1-(tert-Butoxycarbonylamino)cyclobutanecarboxylic acid C(C)(C)(C)OC(=O)NC1(CCC1)C(=O)O